NC=1N=C(SC1C(C1=CC=C(C=C1)OCC(=O)NC1=CC=C(C=C1)Cl)=O)N(C1=CC=C(C=C1)F)C(C(=O)N)C (N-[4-Amino-5-[4-[2-(4-chloroanilino)-2-oxoethoxy]benzoyl]thiazol-2-yl]-4-fluoroanilino)propanamid